(S)-1-(8-chlorochroman-4-yl)-3-(1-(2-(dimethylamino)ethyl)-1H-pyrazol-3-yl)urea ClC=1C=CC=C2[C@H](CCOC12)NC(=O)NC1=NN(C=C1)CCN(C)C